eicosanoic acid N-methyl amide CNC(CCCCCCCCCCCCCCCCCCC)=O